ClC1=C(C=CC=C1F)[C@@H]1C(=C(NC(=N1)C=1SC=CN1)C12C3C4C5(C(C14)C2C53)C(=O)O)C(=O)OCC (2S,3S,5S,6S,7S,8S)-4-((S)-6-(2-chloro-3-fluorophenyl)-5-(ethoxycarbonyl)-2-(thiazol-2-yl)-3,6-dihydropyrimidin-4-yl)cubane-1-carboxylic acid